2-chloro-5-(3,5-dimethyl-2,6-dioxo-4-thioxo-1,3,5-triazin-1-yl)-4-fluorobenzoic acid methyl ester COC(C1=C(C=C(C(=C1)N1C(N(C(N(C1=O)C)=S)C)=O)F)Cl)=O